1-(6-(Bromomethyl)-5-fluoropyridazin-4-yl)dihydropyrimidine-2,4(1H,3H)-dione BrCC1=C(C(=CN=N1)N1C(NC(CC1)=O)=O)F